[Si](C)(C)(C(C)(C)C)OC1C(NC(C1)C(C)C)=O 3-[tert-butyl(dimethyl)silyl]oxy-5-isopropyl-pyrrolidin-2-one